carbonyl-N-o-fluoro-phenylacetyl-1,3,4,9-tetrahydro-beta-carboline C(=O)=C1N(CCC=2C3=CC=CC=C3NC12)C(CC1=C(C=CC=C1)F)=O